FC1=C(C(=O)NC2=CC(=CC(=C2)C(F)(F)F)OC2=CC=NC=C2)C=C(C(=C1)C)C#CC1=CN=C2N1C=CC=C2NC=2C=NN(C2)C 2-fluoro-4-methyl-5-((8-((1-methyl-1H-pyrazol-4-yl)amino)imidazo[1,2-a]pyridin-3-yl)ethynyl)-N-(3-(pyridin-4-yloxy)-5-(trifluoromethyl)phenyl)benzamide